NC1=NN2C(C=C(C=C2)C=2C(=NC(=C(C(=O)NCC3=C(C=CC(=C3)F)C(=O)N3CC(CC3)(F)F)C2)OC)C)=N1 5-(2-amino-[1,2,4]triazolo[1,5-a]pyridin-7-yl)-N-(2-(3,3-difluoropyrrolidine-1-carbonyl)-5-fluorobenzyl)-2-methoxy-6-methylnicotinamide